CN1C(=O)NC=2N=CNC2C1=O 1-methylxanthin